FC=1C=C(C=C(C1)F)[C@@H]1CCC2=NN(C(N21)=O)[C@@H]2C[C@H](C2)OC2=CC(=C(C#N)C=C2)F 4-({trans-3-[(5S)-5-(3,5-difluorophenyl)-3-oxo-6,7-dihydro-3H-pyrrolo[2,1-c][1,2,4]triazol-2(5H)-yl]cyclobutyl}oxy)-2-fluorobenzonitrile